FC(C1=NC=CC(=C1)N1C[C@@H](CC1)C(=O)N1CC=2C(=C3CCOC3=NC2C1)C)F [1-(2-Difluoromethyl-pyridin-4-yl)-pyrrolidin-3(R)-yl]-(4-methyl-2,3,5,7-tetrahydro-1-oxa-6,8-diaza-s-indacen-6-yl)-methanone